CN(C1=CC=C(N\C(=C\2/C(NC3=CC(=CC=C23)C(=O)OC)=O)\C2=CC=CC=C2)C=C1)C(CN1CCN(CC1)C)=O methyl (3Z)-3-[[4-[methyl-[2-(4-methylpiperazin-1-yl)acetyl]amino]anilino]-phenylmethylidene]-2-oxo-1H-indole-6-carboxylate